[4-(1-tert-butyl-1,2,4-triazol-3-yl)-3-(trifluoromethyl)phenyl]-[4-(5-methyl-[1,3]oxazolo[4,5-b]pyridin-2-yl)piperazin-1-yl]methanone C(C)(C)(C)N1N=C(N=C1)C1=C(C=C(C=C1)C(=O)N1CCN(CC1)C=1OC=2C(=NC(=CC2)C)N1)C(F)(F)F